2-n-butyl-1,3-pentanediol C(CCC)C(CO)C(CC)O